Oxetamine O1C(C=C1)N